3-[4-[2-(6-methyl-2-pyridyl)ethynyl]phenyl]-2-(4-pyridyl)-6,7-dihydro-5H-pyrrolo[1,2-a]imidazole CC1=CC=CC(=N1)C#CC1=CC=C(C=C1)C1=C(N=C2N1CCC2)C2=CC=NC=C2